4-methoxy-3-(N-(4'-methoxy-4-(trifluoromethyl)-[1,1'-biphenyl]-2-yl)sulfamoyl)benzoic acid COC1=C(C=C(C(=O)O)C=C1)S(NC1=C(C=CC(=C1)C(F)(F)F)C1=CC=C(C=C1)OC)(=O)=O